(3R,5S)-5-(3-(5-((3-fluorophenyl)ethynyl)pyridin-2-yl)-1,2,4-oxadiazol-5-yl)pyrrolidin-3-ol FC=1C=C(C=CC1)C#CC=1C=CC(=NC1)C1=NOC(=N1)[C@@H]1C[C@H](CN1)O